BrC1=CC=C(C=C1)C1=CC=C(C=C1)S(=O)(=O)NCC1C2(C(NC(N2)=O)=O)CCC1 4'-Bromo-N-((2,4-dioxo-1,3-diazaspiro[4.4]nonane-6-yl)methyl)-[1,1'-biphenyl]-4-sulfonamide